4-hydroxytetrahydro-2H-pyran-4-carboxylic acid OC1(CCOCC1)C(=O)O